O1COCC2=C1C=CC=C2C=NC2=NN=CS2 5-[(1,3-benzodioxan-5-ylmethylene)amino]-1,3,4-thiadiazole